4-chloro-6-(1H-1,2,3-triazol-1-yl)nicotinaldehyde ClC1=CC(=NC=C1C=O)N1N=NC=C1